N-(pyridin-4-ylmethyl)-4-(6-azaspiro[2.5]octan-6-yl)-benzenesulfonamide N1=CC=C(C=C1)CNS(=O)(=O)C1=CC=C(C=C1)N1CCC2(CC2)CC1